[Cl-].C(CCCCCCCCC)[N+](CCO)(C)CCCCCCCCCC di-decyl-methyl-hydroxyethyl-ammonium chloride